C(#C)C=1C=CC=C2C=C(C=C(C12)C=1N=C(C2=CN=C(C=C2C1)OCC12CCCN2CCC1)N1CC2CCC(C1)N2C(=O)OC(C)(C)C)OCOC tert-butyl 3-(3-(8-ethynyl-3-(methoxymethoxy) naphthalen-1-yl)-6-((tetrahydro-1H-pyrrolizin-7a(5H)-yl) methoxy)-2,7-naphthyridin-1-yl)-3,8-diazabicyclo[3.2.1]octane-8-carboxylate